ClC=1C=NC=C(C1[C@@H](C)OC=1C=C2C(=NNC2=CC1)C=1C=NC(=C(C#N)C1)N1CC(C1)(C)CP(=O)(C)C)Cl (R)-5-(5-(1-(3,5-dichloropyridin-4-yl)ethoxy)-1H-indazol-3-yl)-2-(3-((dimethylphosphoryl)methyl)-3-methylazetidin-1-yl)nicotinonitrile